C(C)(C)(C)OC(=O)N[C@@H](CC(=O)OC)C=1C=C(C=NC1)C1=C(C=NC=C1C)C methyl (S)-3-((tert-butoxycarbonyl)amino)-3-(3',5'-dimethyl-[3,4'-bipyridin]-5-yl)propanoate